(E)-4-(4-methylstyryl)benzoxathiazine 2,2-dioxide CC1=CC=C(/C=C/C2=NS(OC3=C2C=CC=C3)(=O)=O)C=C1